pentynyl thiol C(#CCCC)S